O1CCOC2=NC(=CC=C21)COC2=NN=C(S2)NC(=O)C=2C=NC(=CC2C2=C(C=CC=C2OC)F)C N-(5-(2H,3H-(1,4)dioxino(2,3-B)pyridin-6-ylmethoxy)-1,3,4-thiadiazol-2-yl)-4-(2-fluoro-6-methoxyphenyl)-6-methylpyridine-3-carboxamide